OC(=CC(=O)NC1=CC=C(C=C1)C(F)(F)F)C 3-hydroxy-N-[4-(trifluoromethyl)phenyl]but-2-enamide